COCC(C(F)(F)F)(F)F 2,2,3,3,3-pentafluoropropyl methyl ether